FC1=C(C(=O)N[C@@H](C(=O)N2CCC3(CC2)C(C(N(CC3)C)=O)C3=CC=C(C=C3)F)C(C)C)C=C(C=C1)C(F)(F)F 2-fluoro-N-((2R)-1-(7-(4-fluorophenyl)-9-methyl-8-oxo-3,9-diazaspiro[5.5]undecan-3-yl)-3-methyl-1-oxobutan-2-yl)-5-(trifluoromethyl)benzamide